COC[C@H]1NCC(C1)C1=CC=C(C=C1)C(F)(F)F (2S)-2-(methoxymethyl)-4-(4-(trifluoromethyl)phenyl)pyrrolidine